Tert-butyl 2-(5-((dibenzo[b,d]furan-2-ylmethyl)amino)-2-(methylthio)-6-oxopyrimidin-1(6H)-yl)acetate C1=C(C=CC=2OC3=C(C21)C=CC=C3)CNC3=CN=C(N(C3=O)CC(=O)OC(C)(C)C)SC